1-((1r,4r)-4-methoxycyclohexyl)benzene-1,2-diamine COC1CCC(CC1)C1(C(C=CC=C1)N)N